N-(1''-(3-((3,3-difluoroazetidin-1-yl)sulfonyl)-4-hydroxybenzoyl)dispiro[cyclopropane-1,1'-cyclohexane-4',3''-indolin]-5''-yl)methanesulfonamide FC1(CN(C1)S(=O)(=O)C=1C=C(C(=O)N2CC3(C4=CC(=CC=C24)NS(=O)(=O)C)CCC2(CC3)CC2)C=CC1O)F